C(CCCCC(=O)[O-])(=O)[O-] adipate